methyl 2-(((benzyloxy)carbonyl)amino)-3-(4-fluoro-3-methoxyphenyl)acrylate C(C1=CC=CC=C1)OC(=O)NC(C(=O)OC)=CC1=CC(=C(C=C1)F)OC